ClC=1C=C(C=C(C1)Cl)C=1OC2=C(N1)C=CC(=C2)C(=O)O[C@@H]2CCN1CCC[C@@H]21 (cis)-hexahydro-1H-pyrrolizin-1-yl 2-(3,5-dichlorophenyl)benzo[d]oxazole-6-carboxylate